C(C)OC1=CC=C(C=C1)N1[C@@H]2CN(C[C@H](C1)CC2(C)C)C2=CC=C(C=C2)[N+](=O)[O-] (1R,5S)-6-(4-ethoxyphenyl)-9,9-dimethyl-3-(4-nitrophenyl)-3,6-diazabicyclo[3.2.2]Nonane